4-(7-((2,6-diethoxy-4'-fluoro-[1,1'-biphenyl]-4-yl)methyl)-1-oxo-2,7-diazaspiro[3.5]non-2-yl)benzoic acid, trifluoroacetate salt FC(C(=O)O)(F)F.C(C)OC1=C(C(=CC(=C1)CN1CCC2(CN(C2=O)C2=CC=C(C(=O)O)C=C2)CC1)OCC)C1=CC=C(C=C1)F